(S)-N-((S)-(3-chloro-2,4-difluorophenyl)((trans)-3-(trifluoromethyl)cyclobutyl)methyl)-2-methyl-3-oxopiperazine-5,5,6,6-d4-1-carboxamide ClC=1C(=C(C=CC1F)[C@@H](NC(=O)N1[C@H](C(NC(C1([2H])[2H])([2H])[2H])=O)C)[C@@H]1C[C@H](C1)C(F)(F)F)F